2,4,5,6-tetrahydropyrrolo[3,4-c]pyrazole-3-carboxylic acid N=1NC(=C2C1CNC2)C(=O)O